C1(CC1)C1=NN(C=C1C=1C=C(C=2N(C1)N=CC2C#N)C=2C=NC(=CC2)N2CCNCC2)C 6-(3-cyclopropyl-1-methyl-1H-pyrazol-4-yl)-4-(6-(piperazin-1-yl)pyridin-3-yl)pyrazolo[1,5-a]pyridine-3-carbonitrile